5-amino-N-(3-chloro-4-fluorophenyl)-3-((2s,3aR,5r,6aS)-5-hydroxy-5-(1-methyl-3-nitro-1H-pyrazol-5-yl)octahydropentalen-2-yl)-1-methyl-1H-pyrazole-4-carboxamide NC1=C(C(=NN1C)C1C[C@H]2CC(C[C@H]2C1)(C1=CC(=NN1C)[N+](=O)[O-])O)C(=O)NC1=CC(=C(C=C1)F)Cl